(S)-N-(Allyloxy)-3-cyclopropyl-2-(2-((S)-5-oxo-1-(2,3,5-trifluorobenzyl)pyrrolidin-2-yl)acetamido)propanamide C(C=C)ONC([C@H](CC1CC1)NC(C[C@H]1N(C(CC1)=O)CC1=C(C(=CC(=C1)F)F)F)=O)=O